COC(=O)[C@]1(N(C(C2=CC(=CC=C12)F)=O)CC1=CC2=NC(=CC(=C2N1COCC[Si](C)(C)C)Cl)Br)CC=C (S)-1-allyl-2-((5-bromo-7-chloro-1-((2-(trimethylsilyl)ethoxy)methyl)-1H-pyrrolo[3,2-b]pyridin-2-yl)methyl)-5-fluoro-3-oxoisoindoline-1-carboxylic acid methyl ester